BrC=1C=C(NC2(CCC(CC2)C(=O)OC)C#N)C=CC1 methyl (1s,4s)-4-(3-bromoanilino)-4-cyano-cyclohexanecarboxylate